C(COCCN1C(C2=CC=CC=3C2=C(C1=O)C=CC3NCCOCCOCCN)=O)OCCN3C(C1=CC=CC=2C1=C(C3=O)C=CC2NCCOCCOCCN)=O 2,2'-[1,2-ethanediylbis(oxy-2,1-ethanediyl)]bis[6-({2-[2-(2-aminoethoxy)ethoxy]ethyl}amino)-1H-benzo[de]isoquinoline-1,3(2H)-dione]